(R)-2-((tert-butoxycarbonyl)amino)-3-(1-(tert-butoxycarbonyl)piperidin-4-yl)propanoic acid C(C)(C)(C)OC(=O)N[C@@H](C(=O)O)CC1CCN(CC1)C(=O)OC(C)(C)C